N-(2-Methoxy-4-(4-(5-(trifluoromethyl)picolinoyl)piperazine-1-carbonyl)phenyl)quinoline-8-sulfonamide 4-(4-cyano-6-(quinolin-3-yl)pyrimidin-2-yl)piperazine-1-carboxylate C(#N)C1=NC(=NC(=C1)C=1C=NC2=CC=CC=C2C1)N1CCN(CC1)C(=O)O.COC1=C(C=CC(=C1)C(=O)N1CCN(CC1)C(C1=NC=C(C=C1)C(F)(F)F)=O)NS(=O)(=O)C=1C=CC=C2C=CC=NC12